COCC[N+]1(CCCC1)CC(C)C N-methoxyethyl-N-iso-butylpyrrolidinium